N2-(3-(4'-(4-(3-(3,5-diamino-6-chloropyrazine-2-carbonyl)guanidino)butyl)-[1,1'-biphenyl]-4-yl)propanoyl)-N2-methyl-N6-((2S,3R,4R,5R)-2,3,4,5,6-pentahydroxyhexyl)-L-lysine NC=1C(=NC(=C(N1)N)Cl)C(=O)NC(NCCCCC1=CC=C(C=C1)C1=CC=C(C=C1)CCC(=O)N([C@@H](CCCCNC[C@@H]([C@H]([C@@H]([C@@H](CO)O)O)O)O)C(=O)O)C)=N